ClC=1C=CC(=C2C=NN(C(C12)=O)C)O 8-chloro-5-hydroxy-2-methyl-phthalazin-1-one